2-(4-amidinophenyl)-6-indolecarboxamide dihydrochloride Cl.Cl.C(N)(=N)C1=CC=C(C=C1)C=1NC2=CC(=CC=C2C1)C(=O)N